3,8-di(pyridin-3-yl)-6-(6-(trifluoromethyl)pyridin-3-yl)pyrido[3,4-d]pyrimidin-4(3H)-one N1=CC(=CC=C1)N1C=NC2=C(C1=O)C=C(N=C2C=2C=NC=CC2)C=2C=NC(=CC2)C(F)(F)F